BrC=1C=C2CCN(CC2=CC1)C(=O)OC(C)(C)C t-butyl 6-bromo-3,4-dihydroisoquinoline-2(1H)-carboxylate